FC1=CC(=C(C=C1C1=CC=C(C=C1)N1CCOCC1)NC(=O)C1=CN(C(C=C1C(F)(F)F)=O)C)N1C[C@H](N([C@H](C1)C)C)C |r| N-[4-fluoro-5-(4-morpholin-4-ylphenyl)-2-[rac-(3R,5S)-3,4,5-trimethylpiperazin-1-yl]phenyl]-1-methyl-6-oxo-4-(trifluoromethyl)pyridine-3-carboxamide